acryl-amino-2,2-dimethylethanesulfonic acid C(=O)(C=C)C(C(C)C)(S(=O)(=O)O)N